3-chloro-N-(cyanoMethyl)pyridineamide ClC=1C(=NC=CC1)C(=O)NCC#N